N1=NN(C2=NC=CC=C21)C2=CC(=C(C(=O)N(C1=NC=CC3=CC(=CC=C13)C(NC(C)C)=O)[C@H]1CN(CCC1)C(=O)OC(C)(C)C)C=C2)F tert-butyl (R)-3-(4-(3H-[1,2,3]triazolo[4,5-b]pyridin-3-yl)-2-fluoro-N-(6-(isopropylcarbamoyl)isoquinolin-1-yl)benzamido)piperidine-1-carboxylate